OC1CCN(CC1)C(=O)C1CC(C1)CCCCCC1=CC=CC=C1 (4-Hydroxypiperidin-1-yl)(3-(5-phenylpentyl)cyclobutyl)methanone